C(C)N1CCNCCC1 4-ethyl-1,4-diazepane